C(N)(=O)C=1C=C(C=NC1)NC(C(=O)O)=O rac-2-[(5-carbamoyl-3-pyridyl)amino]-2-oxo-acetic acid